3-{[(tert-butyldimethylsilyl)oxy]methyl}-4-chloro-2-methyl-5-(4,4,5,5-tetramethyl-1,3,2-dioxaborolan-2-yl)-2H-indazole [Si](C)(C)(C(C)(C)C)OCC=1N(N=C2C=CC(=C(C12)Cl)B1OC(C(O1)(C)C)(C)C)C